C(C1=CC=2OCOC2C=C1)C(=O)CC1=CC=2OCOC2C=C1 Piperonyl ketone